BrC=1C=C(C(=O)C2C3(N(CC2C2=CC(=C(C=C2)O)O)C)C(NC2=CC=CC=C23)=O)C=CC1 (3-bromobenzoyl)-4'-(3,4-dihydroxyphenyl)-1'-methylspiro[indoline-3,2'-pyrrolidin]-2-one